ClC=1C=C(NC=2C=3N(C=CN2)C(=CN3)C3=C(C(=C(OCC#N)C=C3)F)F)C=CC1C(=O)N1CCN(CC1)CCN1CC(C1)CO 2-[4-[8-[3-chloro-4-[4-[2-[3-(hydroxymethyl)azetidin-1-yl]ethyl]piperazine-1-carbonyl]anilino]imidazo[1,2-a]pyrazin-3-yl]-2,3-difluorophenoxy]acetonitrile